C(C)(C)(C)OCCOC(C)(CC)C 2-(2-tert-butoxyethoxy)-2-methyl-butane